N[C@@H](CC1=C(N(C2=CC=CC=C12)C(=O)OC(C)(C)C)C)C(=O)OC Tert-Butyl 3-[(2S)-2-amino-3-methoxy-3-oxopropyl]-2-methyl-1H-indole-1-carboxylate